C1(CC=CCC1)C1C2C=CC(C1)C2 5-(cyclohex-3-en-1-yl)bicyclo[2.2.1]hept-2-ene